C(CC)(=O)OC=1C(=CC=C2C=CC=NC12)C(C1=CC=C(C(=O)OCC)C=C1)NC1=NC=CC=N1 Ethyl 4-((8-(propionyloxy)quinolin-7-yl)(pyrimidin-2-ylamino)methyl)benzoate